butyl (S)-2-((2S,4S)-5-chloro-6-fluoro-4-(2-fluoro-3-(2-hydroxyethoxy)-6-(methoxycarbonyl)phenyl)-2-phenyl-2,3-dihydrobenzofuran-2-yl)pyrrolidine-1-carboxylate ClC=1C(=CC2=C(C[C@](O2)(C2=CC=CC=C2)[C@H]2N(CCC2)C(=O)OCCCC)C1C1=C(C(=CC=C1C(=O)OC)OCCO)F)F